COCCNC1=C(C=CC=C1C)C (2-methoxyethyl)-2,6-dimethyl-aniline